C1(CC1)C(=O)N1CCC2(CN(C2)C2=NC3=CC(=CC(=C3C(N2)=O)F)OCC2CC2)CC1 2-(7-(cyclopropanecarbonyl)-2,7-diazaspiro[3.5]nonan-2-yl)-7-(cyclopropylmethoxy)-5-fluoroquinazolin-4(3H)-one